5-bromo-4-fluoro-1H-indole BrC=1C(=C2C=CNC2=CC1)F